C(C)(C)(C)OC(=O)NC=1C=CC(=NC1C1=CCC(CC1)(C)C)C1CC2CCC(C1)N2C(=O)OC(C)(C)C tert-butyl 3-[5-(tert-butoxycarbonylamino)-6-(4,4-dimethylcyclohexen-1-yl)-2-pyridyl]-8-azabicyclo[3.2.1]octane-8-carboxylate